((tetrahydro-2H-pyran-4-yl)methoxy)-6H-benzo[c]chromen-6-one O1CCC(CC1)COC1=C2C3=C(C(OC2=CC=C1)=O)C=CC=C3